ethyl 6-(1-cyanocyclopropyl)-3-ethylsulfonyl-imidazo[1,2-a]pyridine-2-carboxylate C(#N)C1(CC1)C=1C=CC=2N(C1)C(=C(N2)C(=O)OCC)S(=O)(=O)CC